COC1=CC=C(C=C1)[C@]12C(OC(C2=CCCC1)CC(=O)OCC1=CC=CC=C1)=O Benzyl 2-((3aR)-3a-(4-methoxyphenyl)-3-oxo-1,3,3a,4,5,6-hexahydroisobenzofuran-1-yl)acetate